ClC1=C(C(=O)N[C@H](C(=O)O)CC2=CC=C(C=C2)N2C(C3(C4=CC=CC=C24)CC3)=O)C(=CC=C1)Cl (S)-2-(2,6-dichlorobenzoylamino)-3-(4-(2'-oxospiro[cyclopropane-1,3'-indoline]-1'-yl)phenyl)propanoic acid